COC1=C(C=CC=C1)N1C(=NN=C1)SCC(=O)NC1=C(C2=C(S1)CCC2)C(=O)N 2-(2-{[4-(2-methoxyphenyl)-4H-1,2,4-triazol-3-yl]sulfanyl}acetamido)-4H,5H,6H-cyclopenta[b]thiophene-3-carboxamide